O=C([C@H](O)[C@@H](O)[C@H](O)[C@H](O)CO)[O-].[K+].NC=1NC(C2=C(N1)NC=C2CCC2=CC=C(C(=O)N[C@@H](CCC(NCCNC([C@@H](C)C1=CC=C(C=C1)CC(C)C)=O)=O)C(=O)O)C=C2)=O N2-(4-(2-(2-amino-4-oxo-4,7-dihydro-3H-pyrrolo[2,3-d]pyrimidin-5-yl)ethyl)benzoyl)-N5-(2-((S)-2-(4-isobutylphenyl)propanamido)ethyl)-L-glutamine potassium gluconate